ClC1=NC=C(C(=N1)C1=CC=C2C(C=C(N(C2=C1)C(C)C)CNC(C)=O)=O)F N-((7-(2-chloro-5-fluoropyrimidin-4-yl)-1-isopropyl-4-oxo-1,4-dihydroquinolin-2-yl)methyl)acetamide